(S)-5-methylpiperazin-2-one C[C@@H]1NCC(NC1)=O